2-(4-bromo-2-methanesulfonyl-phenoxy)acetic acid BrC1=CC(=C(OCC(=O)O)C=C1)S(=O)(=O)C